C(C1=CC=CC=C1)NC(C([C@H](C[C@H]1C(NCC1)=O)NC(OC(C)(C)C)=O)O)=O tert-butyl (S)-4-(benzylamino)-3-hydroxy-4-oxo-1-((S)-2-oxopyrrolidin-3-yl)butan-2-ylcarbamate